(S)-(4-(4-(4-((2-amino-4-((1-hydroxypentan-2-yl)amino)-5-oxopyrido[4,3-d]pyrimidin-6(5H)-yl)methyl)benzyl)piperazin-1-yl)butyl)phosphonic acid NC=1N=C(C2=C(N1)C=CN(C2=O)CC2=CC=C(CN1CCN(CC1)CCCCP(O)(O)=O)C=C2)N[C@H](CO)CCC